ClC=1C(=NC=CC1)C1=CC(=CN1)S(=O)(=O)NC1=C(C=C(C(=C1)F)C(F)(F)F)F 5-(3-chloro-2-pyridyl)-N-[2,5-difluoro-4-(trifluoromethyl)phenyl]-1H-pyrrole-3-sulfonamide